di-t-butyl-N,N-diethyl-phosphoramidite C(C)(C)(C)OP(OC(C)(C)C)N(CC)CC